1-(2,2-dimethoxyethyl)-beta-carboline-3-carboxylic acid methyl ester COC(=O)C=1N=C(C=2NC3=CC=CC=C3C2C1)CC(OC)OC